C1(=CC=CC=C1)C1(CCNCC1)CNC1=CC=CC=2N1C=C(N2)C(F)(F)F N-((4-Phenylpiperidin-4-yl)methyl)-2-(trifluoromethyl)imidazo[1,2-a]pyridin-5-amine